methyl 4-(4-(((1R,3R)-3-((5-propylpyrazolo[1,5-a]pyrimidin-7-yl)amino)cyclopentyl)carbamoyl)piperidin-1-yl)benzoate C(CC)C1=NC=2N(C(=C1)N[C@H]1C[C@@H](CC1)NC(=O)C1CCN(CC1)C1=CC=C(C(=O)OC)C=C1)N=CC2